CC1=NN(C=C1B1OC(C(O1)(C)C)(C)C)C(=O)OCCCC butyl 3-methyl-4-(4,4,5,5-tetramethyl-1,3,2-dioxaborolan-2-yl)-1H-pyrazole-1-carboxylate